(S)-2-(4-(1-Acetyl-2-methyl-1,2,3,4-tetrahydroquinolin-6-yl)phenyl)-N-((2-(2-aminopyrimidin-5-yl)-4-morpholinothieno[3,2-d]pyrimidin-6-yl)methyl)acetamide C(C)(=O)N1[C@H](CCC2=CC(=CC=C12)C1=CC=C(C=C1)CC(=O)NCC1=CC=2N=C(N=C(C2S1)N1CCOCC1)C=1C=NC(=NC1)N)C